[Ag+].P(=O)([O-])([O-])[O-].[Zr+4] zirconium phosphate silver